1-[2-Chloro-5-[4-(4-piperidylmethyl)piperidine-1-carbonyl]phenyl]hexahydropyrimidine-2,4-dione ClC1=C(C=C(C=C1)C(=O)N1CCC(CC1)CC1CCNCC1)N1C(NC(CC1)=O)=O